2-amino-4-methyl-4,5,6,7-tetrahydrobenzo[b]thiophene-3-carbonitrile NC1=C(C2=C(S1)CCCC2C)C#N